3-(3-fluoro-4-methoxyphenyl)-3-(1-(4-(5,6,7,8-tetrahydro-1,8-naphthyridin-2-yl)butyl)-1H-pyrazol-4-yl)propionic acid FC=1C=C(C=CC1OC)C(CC(=O)O)C=1C=NN(C1)CCCCC1=NC=2NCCCC2C=C1